C1CCN(C1)C(=[N+]2CCCC2)Cl.F[P-](F)(F)(F)(F)F 1-(chloro-1-pyrrolidinylmethylene)pyrrolidinium